4-[(2,4-dichloro-5-methoxyphenyl)amino]-6-methoxy-7-[3-(4-methylpiperazin-1-yl)propoxy]Quinoline-3-carbonitrile ClC1=C(C=C(C(=C1)Cl)OC)NC1=C(C=NC2=CC(=C(C=C12)OC)OCCCN1CCN(CC1)C)C#N